(2R)-3-(2-chloro-4-{[(furan-2-yl)methyl]amino}-7-methylthieno[3,2-d]pyrimidin-6-yl)-2-methylpropan-1-ol ClC=1N=C(C2=C(N1)C(=C(S2)C[C@H](CO)C)C)NCC=2OC=CC2